3,5-dimethyl-1,2-phenylenediamine dihydrochloride Cl.Cl.CC=1C(=C(C=C(C1)C)N)N